C(C)(C)C1(NC=NC(=N1)C1=CC=C(C=C1)Br)C(C)C 4,4-diisopropyl-6-p-bromophenyl-1,3,5-triazine